3-[(6R,8aS)-2-[4-chloro-2-(trifluoromethyl)phenyl]-6-ethyl-3-oxo-5,6,8,8a-tetrahydro-1H-imidazo[1,5-a]pyrazin-7-yl]-6-(2-ethoxy-3-pyridyl)pyridine-2-carboxylic acid ClC1=CC(=C(C=C1)N1C(N2[C@@H](CN([C@@H](C2)CC)C=2C(=NC(=CC2)C=2C(=NC=CC2)OCC)C(=O)O)C1)=O)C(F)(F)F